N(N)C(N)=S hydrazine-1-carbothioic acid amide